4-bromo-1-(cyclopentylmethyl)-6-methylpyridin-2(1H)-one BrC1=CC(N(C(=C1)C)CC1CCCC1)=O